1-(5-(((2S,4R)-1-(cyclopropanecarbonyl)-2-methylpiperidin-4-yl)methyl)pyrazolo[1,5-a]pyridin-3-yl)-3-(2,4-dimethoxybenzyl)dihydropyrimidine-2,4(1H,3H)-dione C1(CC1)C(=O)N1[C@H](C[C@@H](CC1)CC1=CC=2N(C=C1)N=CC2N2C(N(C(CC2)=O)CC2=C(C=C(C=C2)OC)OC)=O)C